5-(2-cyclopropyl-5-fluoropyridin-4-yl)-1-{[2-(trimethylsilyl)ethoxy]Methyl}pyrazole-3-carboxylic acid methyl ester COC(=O)C1=NN(C(=C1)C1=CC(=NC=C1F)C1CC1)COCC[Si](C)(C)C